N1=C(C=CC=C1)CN1C(SC=C1)=N (pyridin-2-ylmethyl)thiazol-2(3H)-imine